3-azabicyclo[3.2.1]oct-1-ylmethyl N,N-dimethylcarbamate CN(C(OCC12CNCC(CC1)C2)=O)C